2-(5-Fluoro-1-benzothiophen-3-yl)acetamide FC=1C=CC2=C(C(=CS2)CC(=O)N)C1